BrC1=CC2=C(S1)C=1SC(=CC1C2(CC(CCCC)CC)CC(CCCC)CC)C=O 6-bromo-4,4-bis(2-ethylhexyl)-4H-cyclopenta[2,1-b:3,4-b']Dithiophene-2-carbaldehyde